FC(C#CC(=O)OC(C#CC(F)F)=O)F 4,4-difluoro-2-butynic anhydride